(2R)-2-amino-3-[(2-nitrobenzyl)thio]propionic acid N[C@H](C(=O)O)CSCC1=C(C=CC=C1)[N+](=O)[O-]